4-(3-chloro-2-methylphenyl)-2,7-dimethyloct-6-enal ClC=1C(=C(C=CC1)C(CC(C=O)C)CC=C(C)C)C